5'-deoxy-5'-methylthioadenosine CC[C@@H]1[C@H]([C@H]([C@@H](O1)N1C=NC=2C(N)=NC=NC12)S)O